NC=1C=C(OC2=CC=C(C=C2)S(=O)(=O)C2=CC=C(C=C2)OC2=CC(=CC=C2)N)C=CC1 Bis[4-(3-aminophenoxy) phenyl] Sulfone